4-bromo-pyridine, hydrochloride Cl.BrC1=CC=NC=C1